CC=1C=C(C=CC1OC1=CC2=C(N(N=N2)C)C=C1)NC1=NC=NC2=C1N=C(N=C2)N2C[C@@H](CCC2)NC(C=C)=O (R)-N-(1-(8-((3-methyl-4-((1-methyl-1H-benzo[d][1,2,3]triazol-5-yl)oxy)phenyl)amino)pyrimido[5,4-d]pyrimidin-2-yl)piperidin-3-yl)acrylamide